(1-ethyl-1H-benzo[d]imidazol-6-yl)boronic acid C(C)N1C=NC2=C1C=C(C=C2)B(O)O